1-(5-(3-(4-(4-fluorophenyl)piperazin-1-yl)-1-hydroxypropyl)indolin-1-yl)ethan-1-one FC1=CC=C(C=C1)N1CCN(CC1)CCC(O)C=1C=C2CCN(C2=CC1)C(C)=O